ethyl (2-(2-methoxyethoxy) ethyl) phosphate P(=O)(OCC)(OCCOCCOC)[O-]